(3-ACETAMIDO-2-NITRO)BENZENEBORONIC ACID B(C1=C(C(=CC=C1)NC(=O)C)[N+](=O)[O-])(O)O